ClC=1C(=NC(=NC1)NC1=C(C=C(C(=O)NCC(=O)OCC)C=C1)OC)C=1C=NN(C1)C(C)C ethyl (4-((5-chloro-4-(1-isopropyl-1H-pyrazol-4-yl)pyrimidin-2-yl)amino)-3-methoxybenzoyl)glycinate